COC1=C(C=CC=C1)C=1C(=CC2=C(NC(N=C2)=O)N1)C#N 7-(2-methoxyphenyl)-2-oxo-1,2-dihydropyrido[2,3-d]pyrimidine-6-carbonitrile